4-ethylsulfanyl-N2-methyl-5-[3-methyl-6-(trifluoromethyl)imidazo[4,5-b]pyridin-2-yl]benzene-1,2-diamine C(C)SC=1C=C(C(=CC1C1=NC=2C(=NC=C(C2)C(F)(F)F)N1C)N)NC